BrC1=NC(=CC=C1F)OCC1=C(C=C(C=C1)C(F)F)F 2-Bromo-6-((4-(difluoromethyl)-2-fluorobenzyl)oxy)-3-fluoropyridine